benzyl ((3R)-2-hydroxy-5-methyl-1-((((S)-2-oxopyrrolidin-3-yl)methyl)amino)hexan-3-yl)carbamate OC(CNC[C@H]1C(NCC1)=O)[C@@H](CC(C)C)NC(OCC1=CC=CC=C1)=O